N-(3-(4-fluorophenoxy)-2,3-dihydro-1H-inden-5-yl)acrylamide FC1=CC=C(OC2CCC3=CC=C(C=C23)NC(C=C)=O)C=C1